N-(decyloxy)-4-(dimethylamino)-N-[1-(oxan-2-yloxy)hexadecan-7-yl]butanamide C(CCCCCCCCC)ON(C(CCCN(C)C)=O)C(CCCCCCOC1OCCCC1)CCCCCCCCC